3-(3-fluoro-4-methoxyphenyl)-3-(5-(4-oxopentyl)-1-((2-(trimethylsilyl)ethoxy)-methyl)-1H-pyrazol-3-yl)propionic acid tert-butyl ester C(C)(C)(C)OC(CC(C1=NN(C(=C1)CCCC(C)=O)COCC[Si](C)(C)C)C1=CC(=C(C=C1)OC)F)=O